N-Hydroxy-2-(4-((2-(6-(methylamino)pyridin-3-yl)-4-morpholinothieno[3,2-d]pyrimidine-6-sulfonamido)methyl)piperidin-1-yl)pyrimidine-5-carboxamide ONC(=O)C=1C=NC(=NC1)N1CCC(CC1)CNS(=O)(=O)C1=CC=2N=C(N=C(C2S1)N1CCOCC1)C=1C=NC(=CC1)NC